(S)-1-(cyclopentyloxy)-1-oxopropan-2-aminium chloride [Cl-].C1(CCCC1)OC([C@H](C)[NH3+])=O